FC=1C=C(C=C(C1)F)N1CC(CC1=O)(C(=O)NCC1=CC(=NC=C1)OC1=CC=C(C=C1)F)C 1-(3,5-difluorophenyl)-N-[[2-(4-fluorophenoxy)pyridin-4-yl]methyl]-3-methyl-5-oxopyrrolidine-3-carboxamid